3-(2H-benzo[d][1,2,3]triazol-2-yl)-4-((tert-butoxycarbonyl)oxy)phenethyl methacrylate C(C(=C)C)(=O)OCCC1=CC(=C(C=C1)OC(=O)OC(C)(C)C)N1N=C2C(=N1)C=CC=C2